N-octadecyl-2-(3-methoxy-4-tetrahydropyranyloxyphenyl)-3,5,7-tris-tetrahydropyranyloxy-quinolin-4-one C(CCCCCCCCCCCCCCCCC)N1C(=C(C(C2=C(C=C(C=C12)OC1OCCCC1)OC1OCCCC1)=O)OC1OCCCC1)C1=CC(=C(C=C1)OC1OCCCC1)OC